C(C)(C)(C)OC(=O)N1CCC(CC1)(CCO)CCO 4,4-bis(2-hydroxyethyl)-1-piperidinecarboxylic acid tert-butyl ester